1,1-Dimethylpropyl 2-(4-hydroxy-3-methoxy-phenyl)acetate OC1=C(C=C(C=C1)CC(=O)OC(CC)(C)C)OC